3-{1-[(4-Fluorophenyl)methyl]-5-oxopyrrolidin-2-yl}-3-oxo-2-(1λ4-thiolan-1-ylidene)-propanenitrile FC1=CC=C(C=C1)CN1C(CCC1=O)C(C(C#N)=S1CCCC1)=O